BrC1=CC2=C(N=CC=3CN(C(C(C23)(C)C)=O)C2=C(C(=CC(=C2F)OC)OC)F)N1S(=O)(=O)C1=CC=CC=C1 2-bromo-7-(2,6-difluoro-3,5-dimethoxyphenyl)-9,9-dimethyl-3-(phenylsulfonyl)-3,6,7,9-tetrahydro-8H-pyrrolo[2,3-c]-2,7-naphthyridin-8-one